P(OC1=C(C=C(C=C1)C(C)(C)C)C(C)(C)C)(OC1=C(C=C(C=C1)C(C)(C)C)C(C)(C)C)OC1=C(C=C(C=C1)C(C)(C)C)C(C)(C)C tris(2,4-di-t-Butylphenyl) phosphite